CN1N=C(C=2C1=NC(=CC2)C(=O)OCC)C ethyl 1,3-dimethyl-1H-pyrazolo[3,4-b]pyridine-6-carboxylate